3-{4-[4-fluoro-2-(2-methyl-5-oxopyrrolidin-1-yl)phenyl]-1-methyl-1H-indazol-6-yl}pyrrolidine-1-carboxylic acid tert-butyl ester C(C)(C)(C)OC(=O)N1CC(CC1)C1=CC(=C2C=NN(C2=C1)C)C1=C(C=C(C=C1)F)N1C(CCC1=O)C